N-(2-{1-[(2-methyl-1,3-thiazol-4-yl)methyl]piperidin-4-yl}ethyl)-1-[4-(trifluoromethoxy)phenyl]piperidine-4-carboxamide CC=1SC=C(N1)CN1CCC(CC1)CCNC(=O)C1CCN(CC1)C1=CC=C(C=C1)OC(F)(F)F